N-(1-(thien-2-ylsulfonyl)-1,2,3,4-tetrahydroquinolin-6-yl)butane-1-sulfonamide S1C(=CC=C1)S(=O)(=O)N1CCCC2=CC(=CC=C12)NS(=O)(=O)CCCC